C(C=C)ONC1C2=C(C(N(C1)C(=O)OC(C)(C)C)C(N(C)C)=O)C(=CS2)CCOC2OCCCC2 tert-butyl 7-(allyloxyamino)-4-(dimethylcarbamoyl)-3-(2-tetrahydropyran-2-yloxyethyl)-6,7-dihydro-4H-thieno[3,2-c]pyridine-5-carboxylate